FC(C=1C=C(C=CC1)N1CCN(CC1)C1=CC=C(C(=O)O)C=C1)(F)F 4-{4-[3-(trifluoromethyl)phenyl]piperazin-1-yl}benzoic acid